FC=1C=C(N)C=C(C1OC1=C2C(=NC=C1)N(C=C2CCC(F)(F)F)S(=O)(=O)C2=CC=C(C=C2)C)F 3,5-difluoro-4-{[1-(4-methylbenzene-1-sulfonyl)-3-(3,3,3-trifluoropropyl)-1H-pyrrolo[2,3-b]pyridin-4-yl]oxy}aniline